FC1=C(C(=O)N2CCC(CC2)CNC2=NC=C(C=N2)C(=O)NO)C=C(C=C1)CC1=NNC(C2=CC=CC=C12)=O (1-((2-fluoro-5-((4-oxo-3,4-dihydro-phthalazin-1-yl)methyl)benzoyl)piperidin-4-yl)methylamino)-N-hydroxypyrimidine-5-carboxamide